4-fluoro-2-methoxy-N-tert-butoxyaniline FC1=CC(=C(NOC(C)(C)C)C=C1)OC